Methyl 2-[4-[5-amino-4-cyano-1-(2,2,2-trideuterio-1-methyl-ethyl)pyrazol-3-yl]phenyl]propanoate NC1=C(C(=NN1C(C([2H])([2H])[2H])C)C1=CC=C(C=C1)C(C(=O)OC)C)C#N